2-((5-(2-(6-(dimethylamino)-2-methylhex-3-yl)-2,6-diazaspiro[3.4]oct-6-yl)-1,2,4-triazin-6-yl)oxy)-5-fluoro-N,N-diisopropylbenzamide oxalate C(C(=O)O)(=O)O.CN(CCCC(C(C)C)N1CC2(C1)CN(CC2)C=2N=CN=NC2OC2=C(C(=O)N(C(C)C)C(C)C)C=C(C=C2)F)C